tert-butyl(2-(3-((1-(3-methoxynaphthalen-1-yl)cyclopropyl)carbamoyl)-4-methyl phenoxy)ethyl)carbamate C(C)(C)(C)OC(NCCOC1=CC(=C(C=C1)C)C(NC1(CC1)C1=CC(=CC2=CC=CC=C12)OC)=O)=O